1,3-bis(4-methyl-2-oxazolin-2-yl)benzene CC1N=C(OC1)C1=CC(=CC=C1)C=1OCC(N1)C